4-[4-(chloromethyl)pyridin-2-yl]-2-methylbenzamide ClCC1=CC(=NC=C1)C1=CC(=C(C(=O)N)C=C1)C